FC(C(=O)O)(F)F.BrC1=C(N(C2=NC=C3C(=C21)C2(CCNCC2)C(N3C)=O)S(=O)(=O)C3=CC=CC=C3)C=3C=NN(C3)C 1-Bromo-6-methyl-2-(1-methyl-1H-pyrazol-4-yl)-3-(phenylsulfonyl)-3,6-dihydro-7H-spiro[dipyrrolo[2,3-b:3',2'-d]pyridine-8,4'-piperidin]-7-one, trifluoroacetate salt